O.S(=O)(=O)(O)C1=CC=CC=C1.S(=O)(=O)(O)C1=CC=CC=C1.C(C1=CC=CC=C1)(=O)N benzamide bis-besylate salt hydrate